1-(2,4-dichlorobenzyl)-1H-indazole-3-carboxylate ClC1=C(CN2N=C(C3=CC=CC=C23)C(=O)[O-])C=CC(=C1)Cl